((2-(((S)-1-cyclohexyl-2-oxo-2-((S)-2-((R)-2-phenylmorpholine-4-carbonyl)pyrrolidin-1-yl)ethyl)carbamoyl)benzo[b]thiophen-5-yl)difluoromethyl)phosphonic acid C1(CCCCC1)[C@@H](C(N1[C@@H](CCC1)C(=O)N1C[C@H](OCC1)C1=CC=CC=C1)=O)NC(=O)C1=CC2=C(S1)C=CC(=C2)C(F)(F)P(O)(O)=O